C(C1=CC=CC=C1)NC(=O)C1(CCOCC1)N(C(C=C)=O)C1CCC1 N-Benzyl-4-(N-cyclobutylacrylamido)tetrahydro-2H-pyran-4-carboxamide